C1(=CC=CC=C1)C1=NC(=NC(=C1)C1=CC=CC=C1)C=1C=C(C=C(C1)N1C2=CC=C(C=C2C=2C=C(C=CC12)N1C2=C(C=3C=CC=CC13)N=CC=C2)N2C1=C(C=3C=CC=CC23)N=CC=C1)N1C2=CC=C(C=C2C=2C=C(C=CC12)N1C2=C(C=3C=CC=CC13)N=CC=C2)N2C1=C(C=3C=CC=CC23)N=CC=C1 5,5',5'',5'''-((5-(4,6-diphenylpyrimidin-2-yl)-1,3-phenylene)bis(9H-carbazole-9,3,6-triyl))tetrakis(5H-pyrido[3,2-b]indole)